2-[4-(bromomethyl)phenyl]-5-(trifluoromethyl)pyrimidine BrCC1=CC=C(C=C1)C1=NC=C(C=N1)C(F)(F)F